BrC=1C(=C2C3(C(N(C(C2=CC1)=O)CC(=O)NC1=NC=C(C=N1)C)=O)CC3)F 2-(6'-bromo-5'-fluoro-1',3'-dioxospiro[cyclopropane-1,4'-isoquinoline]-2'-yl)-N-(5-methylpyrimidin-2-yl)acetamide